4-(3-Chloroanilino)-2'-{(2R)-2-methyl-3-[(pyridin-3-yl)oxy]propyl}-2',3'-dihydrospiro[cyclohexane-1,1'-indene]-4-carboxylic acid ClC=1C=C(NC2(CCC3(C(CC4=CC=CC=C34)C[C@H](COC=3C=NC=CC3)C)CC2)C(=O)O)C=CC1